monoselenodiacetic anhydride C1(C[Se]CC(=O)O1)=O